methyl 3-((furan-2-ylmethyl)thio)propanoate O1C(=CC=C1)CSCCC(=O)OC